NCCNC(=O)CCC(C(=O)O)N1CCN(CCN(CCN(CC1)CC(=O)O)CC(=O)O)CC(=O)O 4-[(2-aminoethyl)carbamoyl]-2-[4,7,10-tris(carboxymethyl)-1,4,7,10-tetraazacyclododecan-1-yl]Butanoic acid